CC(C(=O)OC)(CC)C Methyl 2,2-dimethylbutyrate